2-(6-{1-[1-(1,3-dioxolan-2-yl)-4-methylpentan-3-yl]azetidin-3-yl}-3-methylimidazo[1,5-a]pyridin-8-yl)-5-fluorobenzoic acid ethyl ester C(C)OC(C1=C(C=CC(=C1)F)C=1C=2N(C=C(C1)C1CN(C1)C(CCC1OCCO1)C(C)C)C(=NC2)C)=O